tert-butyl N-[5-[[2-[(2S,5R)-2-(2-hydroxyspiro[3.3]heptan-6-yl)-5-methyl-1-piperidyl]-2-oxo-acetyl]amino]-3-methyl-2-pyridyl]carbamate OC1CC2(C1)CC(C2)[C@H]2N(C[C@@H](CC2)C)C(C(=O)NC=2C=C(C(=NC2)NC(OC(C)(C)C)=O)C)=O